N-(2-(2-cyanopyridin-4-yl)-1H-pyrrolo[3,2-c]pyridin-6-yl)-1-methyl-1H-pyrazole-4-carboxamide C(#N)C1=NC=CC(=C1)C1=CC=2C=NC(=CC2N1)NC(=O)C=1C=NN(C1)C